C(#N)C=1C=C(C2=C(N(C(=N2)NC(C(C)C2(CC2)C(F)(F)F)=O)C2(CCC2)C)C1F)F N-(6-cyano-4,7-difluoro-1-(1-methylcyclobutyl)-1H-benzo[d]imidazol-2-yl)-2-(1-(trifluoromethyl)cyclopropyl)propanamide